ClC1=CC2=C(N=CC=3CC(NCC23)(C)C)C(=C1)F 9-chloro-7-fluoro-3,3-dimethyl-1,2,3,4-tetrahydrobenzo[c][2,6]naphthyridine